ClC=1C=C(C=C(C1)NS(=O)(=O)C)NC(=O)C=1SC(=C(C1)C1=NC=C(C=C1OCC1=CC(=CC(=C1)F)N1CC(C1)(F)F)F)C N-(3-chloro-5-(methylsulfonamido)phenyl)-4-(3-((3-(3,3-difluoroazetidin-1-yl)-5-fluorobenzyl)oxy)-5-fluoropyridin-2-yl)-5-methylthiophene-2-carboxamide